C1=NC=CC2=CC(=CC=C12)C(=O)N isoquinoline-6-formamide